bromo-2-(difluoromethyl)-3-ethoxybenzene BrC1=C(C(=CC=C1)OCC)C(F)F